Cl.C(#N)C=1C=NN2C1C(=CC(=C2)C=2C=NN(C2)C2CCNCC2)C=2C=CC(=NC2)N2CCC(CC2)(C(=O)NC2CCC2)CC 1-[5-[3-cyano-6-[1-(4-piperidyl)pyrazol-4-yl]pyrazolo[1,5-a]pyridin-4-yl]-2-pyridyl]-N-cyclobutyl-4-ethyl-piperidine-4-carboxamide hydrochloride salt